FC1=C(C(=O)N2CCC(CC2)CNC2N(C=C(C=N2)C(=O)O)O)C=C(C=C1)CC1=NNC(C2=CC=CC=C12)=O (1-((2-fluoro-5-((4-oxo-3,4-dihydrophthalazin-1-yl)methyl)benzoyl)piperidin-4-yl)Methylamino)-N-hydroxypyrimidine-5-carboxylic acid